NN1CCOCC1 N-amino-morpholine